(R)-1-(4-(4-((4-([1,2,4]triazolo[1,5-a]pyridin-7-yloxy)-3-methylphenyl)amino)pyrrolo[2,1-f][1,2,4]triazin-5-yl)azepan-1-yl)-2-((dimethylamino)methyl)prop-2-en-1-one N=1C=NN2C1C=C(C=C2)OC2=C(C=C(C=C2)NC2=NC=NN1C2=C(C=C1)[C@H]1CCN(CCC1)C(C(=C)CN(C)C)=O)C